C1=CC=CC=2C3=CC=CC=C3C(C12)COC(=O)N1CC2=CC(=CC=C2C[C@@H]1C(=O)O)NC(=O)OC(C)(C)C (R)-2-(((9H-fluoren-9-yl)methoxy)carbonyl)-7-((tert-butoxycarbonyl)amino)-1,2,3,4-tetrahydroisoquinoline-3-carboxylic acid